(4S)-4-METHYL-NORLEUCINE C[C@H](C[C@H](N)C(=O)O)CC